Methyl (5-(2-fluoro-5-((4-oxo-7-(trifluoromethoxy)-3,4-dihydrophthalazin-1-yl)methyl)phenyl)-1H-benzoimidazol-2-yl)carbamate FC1=C(C=C(C=C1)CC1=NNC(C2=CC=C(C=C12)OC(F)(F)F)=O)C1=CC2=C(NC(=N2)NC(OC)=O)C=C1